FC=1C=C(CC2=CC(=NC=C2)N2N=C(C(=C2C)C(=O)O)CO)C=C(C1)C(F)(F)F 1-(4-(3-fluoro-5-(trifluoromethyl)benzyl)pyridin-2-yl)-3-(hydroxymethyl)-5-methyl-1H-pyrazole-4-carboxylic acid